CCCCCCCCCCCCCC(=O)OC[C@@H](COP(=O)(O)OC[C@@H](C(=O)O)N)OC(=O)CCCCCCCCCCCCC The molecule is a phosphatidyl-L-serine in which the phosphatidyl acyl groups are both myristoyl. It is a phosphatidyl-L-serine and a tetradecanoate ester.